bis(1-adamantyl)-2-dimethylaminophenyl-phosphine C12(CC3CC(CC(C1)C3)C2)P(C2=C(C=CC=C2)N(C)C)C23CC1CC(CC(C2)C1)C3